O=C1N(CCN2[C@@H]1CN(CC2)C#N)C=2C=NC1=CC=CC=C1C2 (R)-9-oxo-8-(quinolin-3-yl)octahydro-2H-pyrazino[1,2-a]pyrazine-2-carbonitrile